2-(6-((4-(2-amino-7-bromothieno[3,2-d]pyrimidin-4-yl)-1H-1,2,3-Triazol-1-yl)methyl)pyridin-2-yl)-2-methylpropionitrile NC=1N=C(C2=C(N1)C(=CS2)Br)C=2N=NN(C2)CC2=CC=CC(=N2)C(C#N)(C)C